BrC=1C=C2C(N(C=NC2=CC1)C)=O 6-bromo-3-methylquinazolin-4(3H)-one